(S)-N-(3-bromo-2-fluorophenyl)-7-(piperidin-1-ylmethyl)-7,8-dihydro-[1,4]dioxino[2,3-g]quinazolin-4-amine BrC=1C(=C(C=CC1)NC1=NC=NC2=CC3=C(C=C12)O[C@H](CO3)CN3CCCCC3)F